3-amino-6-(2-(5,5-dimethyl-5,6-dihydro-4H-pyrrolo[1,2-b]pyrazol-3-yl)pyridin-4-yl)-N-((3R,4R)-4-hydroxypyrrolidin-3-yl)pyrazine-2-carboxamide NC=1C(=NC(=CN1)C1=CC(=NC=C1)C1=C2N(N=C1)CC(C2)(C)C)C(=O)N[C@@H]2CNC[C@H]2O